ethoxytrimethylolpropane tris(3-mercaptopropionate) SCCC(=O)O.SCCC(=O)O.SCCC(=O)O.C(C)OC(C(CO)(CO)CO)C